SCCCCCCCCCCC(=O)O L-11-mercapto-undecanoic acid